C(C)OC(CCOCCOCCC(=O)O)=O 3-[2-(3-ethoxy-3-oxo-propoxy)ethoxy]propanoic acid